O=C1NC=C(C2=C1N(C=C2C#N)COCC[Si](C)(C)C)C(F)(F)F 7-oxo-4-(trifluoromethyl)-1-(2-trimethylsilylethoxymethyl)-6H-pyrrolo[2,3-c]pyridine-3-carbonitrile